1-(4-fluorophenyl)-1-(2-(1-(6-(1-propyl-1H-pyrazol-4-yl)pyrrolo[2,1-f][1,2,4]triazin-4-yl)-1,2,3,6-tetrahydropyridin-4-yl)pyrimidin-5-yl)ethan-1-ol FC1=CC=C(C=C1)C(C)(O)C=1C=NC(=NC1)C=1CCN(CC1)C1=NC=NN2C1=CC(=C2)C=2C=NN(C2)CCC